C1(=CC=CC=C1)NC(=O)N1CCN(CC1)C(=O)OC(C)(C)C tert-butyl 4-(N-phenylcarbamoyl)piperazine-1-carboxylate